1-(4-((2-(2,3-dihydrobenzo[b][1,4]dioxin-6-yl)pyrrolidin-1-yl)methyl)phenyl)-1H-pyrazole-4-carbonitrile O1C2=C(OCC1)C=C(C=C2)C2N(CCC2)CC2=CC=C(C=C2)N2N=CC(=C2)C#N